3-(2-cyano-4-phenoxybenzoyl)-4-(((1R,5R)-4-(hydroxymethyl)-3-oxabicyclo[3.1.0]hexan-1-yl)amino)-1H-pyrrolo[2,3-b]pyridine-5-carbonitrile C(#N)C1=C(C(=O)C2=CNC3=NC=C(C(=C32)N[C@]32COC([C@@H]2C3)CO)C#N)C=CC(=C1)OC1=CC=CC=C1